C(C1=CC=CC=C1)OC1=CC=C2CCCC3(CCC=4C(=NC(=NC4C3)OC[C@H]3NCCC3)N3C[C@H]4CC[C@@H](C3)N4C(=O)OC(C)(C)C)C2=C1 tert-Butyl (1R,5S)-3-(7-(benzyloxy)-2'-(((S)-pyrrolidin-2-yl)methoxy)-3,4,5',8'-tetrahydro-2H,6'H-spiro[naphthalene-1,7'-quinazolin]-4'-yl)-3,8-diazabicyclo[3.2.1]octane-8-carboxylate